Glyceryl monolaurate C(CCCCCCCCCCC)(=O)OCC(O)CO